1-{[3-(1,1-Difluoroethyl)-2-pyridyl]methyl}-7-methyl-3-{(1r,4r)-4-[4-(trifluoromethyl)-3-pyridyl]cyclohexyl}-1,8-diaza-2(1H)-naphthalenone FC(C)(F)C=1C(=NC=CC1)CN1C(C(=CC2=CC=C(N=C12)C)C1CCC(CC1)C=1C=NC=CC1C(F)(F)F)=O